N1C=CC2=CC=CC(=C12)CNC1=NS(C2=C(N1)C(=CC=C2)OC2=C(C=CC=C2)Cl)(=O)=O 3-(((1H-indol-7-yl)methyl)amino)-5-(2-chlorophenoxy)-4H-benzo[e][1,2,4]thiadiazine 1,1-dioxide